C(#N)C1=CC(=C(C=C1)COC1=CC=C(C(=N1)C1=C(C=C(C=C1)CC=1N(C2=C(N1)C=CC(=C2)C(=O)OC)CCOC)F)F)F Methyl 2-[[4-[6-[(4-cyano-2-fluoro-phenyl)methoxy]-3-fluoro-2-pyridyl]-3-fluoro-phenyl]methyl]-3-(2-methoxyethyl)benzimidazole-5-carboxylate